N,N-diethyl-2-methylbenzamide CCN(CC)C(=O)C1=CC=CC=C1C